Cl.C(C)(N)=S acetothiamide HCl